CN1N=CC(=C1)NC1=NC=C(C(=N1)OC=1C=C(C=CC1)NC(OC(C)(C)C)=O)C=1C=NC=C(C1)C tert-butyl (3-((2-((1-methyl-1H-pyrazol-4-yl)amino)-5-(5-methylpyridin-3-yl)pyrimidin-4-yl)oxy)phenyl)carbamate